cis-glycerol OCC(O)CO